(R)-N-(3-(3,4-dihydroisoquinolin-2(1H)-yl)-2-hydroxypropyl)-N-methyl-6-(1-methyl-2-oxo-1,2-dihydropyridin-4-yl)imidazo[1,2-a]pyrazine-2-carboxamide C1N(CCC2=CC=CC=C12)C[C@H](CN(C(=O)C=1N=C2N(C=C(N=C2)C2=CC(N(C=C2)C)=O)C1)C)O